C(C)(=O)NC1=C(C=C(C(=C1)F)F)SC[C@H](C(=O)O)NC(=O)OC(C)(C)C (2S)-3-(2-acetamido-4,5-difluoro-phenyl)thio-2-(tert-butoxycarbonylamino)propionic acid